Potassium O-allyl salicylate C(C=1C(O)=CC=CC1)(=O)OCC=C.[K]